CC1=NC2=C(N1)C=C(C=C2C(=O)O)C2=CC=C(C=C2)C2=C(C=CC=C2)CN2CCCCC2 2-methyl-6-(2'-(piperidin-1-ylmethyl)-[1,1'-biphenyl]-4-yl)-1H-benzo[d]imidazole-4-carboxylic acid